T-Butylammonium hydroperoxide [O-]O.C(C)(C)(C)[NH3+]